ClC=1C=C(C(N(N1)CC1=CC=C(C=C1)OC)=O)C(=O)OC methyl 6-chloro-2-(4-methoxybenzyl)-3-oxo-2,3-dihydropyridazine-4-carboxylate